C(C)(C)NC=1SC=C(C1C(=O)N)C 2-(isopropylamino)-4-methylthiophene-3-carboxamide